BrC1=CC=C(C=2N1C=C(N2)C(F)(F)F)NC(=O)NC2=NOC(=C2)C2(CC2)C(F)(F)F 1-(5-bromo-2-(trifluoromethyl)imidazo[1,2-a]pyridin-8-yl)-3-(5-(1-(trifluoromethyl)cyclopropyl)isoxazol-3-yl)urea